1-(2-methoxy-4-methylphenyl)-N-((3R,5S)-5-methyl-1-(1H-tetrazol-5-yl)piperidin-3-yl)cyclopropane-1-carboxamide COC1=C(C=CC(=C1)C)C1(CC1)C(=O)N[C@H]1CN(C[C@H](C1)C)C1=NN=NN1